2-amino-3-(2-bromo-1,3-oxazol-4-yl)propanoate NC(C(=O)[O-])CC=1N=C(OC1)Br